8-[1-(2,2-difluoroethyl)-1H-pyrazolo[3,4-b]pyrazin-6-yl]-2-[6-(trifluoromethyl)pyridin-2-yl]-2,8-diazaspiro[4.5]decan-1-one FC(CN1N=CC=2C1=NC(=CN2)N2CCC1(CCN(C1=O)C1=NC(=CC=C1)C(F)(F)F)CC2)F